C(C=C)N1C(N(C(=C1)Br)C1=CC=C(C=C1)N=NC1=CC(=CC(=C1)C(=O)O)C(=O)O)C1=CC=C(C=C1C(=O)O)C(=O)O 1-allylbromo-3-(4-((3,5-dicarboxyphenyl)azo)phenyl)-1H-imidazole-isophthalic acid